NC1=CN(NC(=C1N(C)C)C1=CC=CC=C1)C1=CC(=CC=C1)O 4-amino-5-(dimethylamino)-2-(3-hydroxyphenyl)-6-phenylpyridazin